NC=1SC=C(N1)CC(=O)N1CCC(CC1)N1CC(CCC1)C 2-(2-amino-1,3-thiazol-4-yl)-1-(3-methyl-1,4'-bipiperidin-1'-yl)ethanone